C(C)(C)C=1C=C(O[C@H](CNCCCNC2CC(C2)OC=2C=C(C=CC2)C)C)C=CC1 N1-((S)-2-(3-isopropylphenoxy)propyl)-N3-((1s,3R)-3-(m-tolyloxy)cyclobutyl)propane-1,3-diamine